3-tert-amyl-1-(3,5,6-trimethylpyrazin-2-yl)-1H-pyrrol-5-ol C(C)(C)(CC)C1=CN(C(=C1)O)C1=NC(=C(N=C1C)C)C